N,N'-bis(1-naphthyl)-N,N'-bis(phenyl)-benzidine C1(=CC=CC2=CC=CC=C12)N(C1=CC=C(C=C1)C1=CC=C(N(C2=CC=CC=C2)C2=CC=CC3=CC=CC=C23)C=C1)C1=CC=CC=C1